CC(C)C(=C)CC[C@H]([C@H]1CC[C@@]2([C@@]1(CC=C3C2=CC[C@H]([C@]3(C)CCC(=O)O)C(=C)C)C)C)C(=O)O The molecule is a tricyclic triterpenoid isolated from Poria cocos. It has a role as a fungal metabolite. It is a dicarboxylic acid and a tricyclic triterpenoid.